1-(9Z,12Z,15Z-octadecatrienoyl)-2-(6Z,9Z,12Z,15Z-octadecatetraenoyl)-glycero-3-phosphoserine CC/C=C\C/C=C\C/C=C\CCCCCCCC(=O)OC[C@H](COP(=O)(O)OC[C@@H](C(=O)O)N)OC(=O)CCCC/C=C\C/C=C\C/C=C\C/C=C\CC